ClC1=CC(=NC(=C1)C1=C(C=C(C=C1)C(F)(F)F)Cl)C(=O)OC Methyl 4-chloro-6-(2-chloro-4-(trifluoromethyl) phenyl)picolinate